C(CCC)S(=O)[O-] butane-1-sulfinate